C(C)(C)[Si](OCC1=NC=CC2=C1CC1(CCNCC1)C2=O)(C(C)C)C(C)C 1-(triisopropylsilyloxymethyl)spiro[7H-cyclopenta[c]pyridine-6,4'-piperidine]-5-one